ClC1=NN=C2N1C1=CC=CC=C1C(=N2)N(C2=CC(=CC=C2)C=2C=NC(=CC2)C)C chloro-N-methyl-N-(3-(6-methylpyridin-3-yl)phenyl)-[1,2,4]triazolo[4,3-a]quinazolin-5-amine